(S)-2-((1-(2-(4-chloro-2-fluorophenyl)-3,7-dimethyl-4-oxo-4H-pyrido[1,2-a]pyrimidin-9-yl)ethyl)amino)benzoic acid ClC1=CC(=C(C=C1)C=1N=C2N(C(C1C)=O)C=C(C=C2[C@H](C)NC2=C(C(=O)O)C=CC=C2)C)F